3-(5-(4-(4-(2,6-difluorobenzyl)-5-oxo-4,5-dihydro-1H-1,2,4-triazol-1-yl)-2-fluorophenoxy)-4-methylthiazol-2-yl)cyclobutane-1-carboxamide FC1=C(CN2C=NN(C2=O)C2=CC(=C(OC3=C(N=C(S3)C3CC(C3)C(=O)N)C)C=C2)F)C(=CC=C1)F